tert-butyl 2-(5-{[1-(cyclopropylmethyl)pyrazol-3-yl]oxy}-2-fluorophenyl)-2-oxoacetate C1(CC1)CN1N=C(C=C1)OC=1C=CC(=C(C1)C(C(=O)OC(C)(C)C)=O)F